5-glycidoxypentyl-triethoxysilane methyl-(S)-2-((2-(4-bromo-2-chloro-5-fluorophenyl)-7-chloroimidazo[1,2-a]pyridin-3-yl)methyl)morpholine-4-carboxylate COC(=O)N1C[C@@H](OCC1)CC1=C(N=C2N1C=CC(=C2)Cl)C2=C(C=C(C(=C2)F)Br)Cl.C(C2CO2)OCCCCC[Si](OCC)(OCC)OCC